FC=1C=CC=C2C=C(C=NC12)NC(C(CC1=CC=CC=C1)(C)OC(C)C)=O N-(8-fluoro-3-quinolyl)-2-isopropoxy-2-methyl-3-phenyl-propanamide